3-methyl-5-(4-fluorophenyl)-1H-indole-2-carboxylic acid methyl ester COC(=O)C=1NC2=CC=C(C=C2C1C)C1=CC=C(C=C1)F